(R)-4-chloro-5-(3-((4-(4-(trifluoromethyl)phenyl)pyridin-2-yl)oxy)pyrrolidin-1-yl)pyridazin-3(2H)-one ClC=1C(NN=CC1N1C[C@@H](CC1)OC1=NC=CC(=C1)C1=CC=C(C=C1)C(F)(F)F)=O